NC=1C=C2C=CC(=NC2=C(C1)C)C(=O)O 6-amino-8-methylquinoline-2-carboxylic acid